1-[(3S)-3-[4-(3-Chloro-2-fluoro-anilino)pyrido[3,4-d]pyrimidin-6-yl]oxy-pyrrolidin-1-yl]prop-2-en-1-one ClC=1C(=C(NC=2C3=C(N=CN2)C=NC(=C3)O[C@@H]3CN(CC3)C(C=C)=O)C=CC1)F